2-methylpiperidin-4-ol CC1NCCC(C1)O